5-((trimethylsilyl)ethynyl)furan-2-carboxylic acid methyl ester COC(=O)C=1OC(=CC1)C#C[Si](C)(C)C